N\C(\CN(C(OC(C)(C)C)=O)C1=CC(=C(C(=C1)Cl)CC1=NN(C(C(=C1)C(C)C)=O)CC1=CC=C(C=C1)OC)Cl)=N/O (Z)-tert-butyl (2-amino-2-(hydroxyimino)ethyl)(3,5-dichloro-4-((5-isopropyl-1-(4-methoxybenzyl)-6-oxo-1,6-dihydropyridazin-3-yl)methyl)phenyl)carbamate